N-methyl-4-(1,2,3,6-tetrahydropyridin-4-yl)-N-[4-(1,2,3,6-tetrahydropyridin-4-yl)phenyl]benzamide CN(C(C1=CC=C(C=C1)C=1CCNCC1)=O)C1=CC=C(C=C1)C=1CCNCC1